2-[[2-(methoxymethyl)pyrrolidine-1-carbonyl]amino]-4-[2-(1-methylethoxy)ethyl-[4-(5,6,7,8-tetrahydro-1,8-naphthyridin-2-yl)butyl]amino]butanoic acid COCC1N(CCC1)C(=O)NC(C(=O)O)CCN(CCCCC1=NC=2NCCCC2C=C1)CCOC(C)C